C1(CCCCC1)OC(C(=C)CC(=O)OC1CCCCC1)=O dicyclohexylitaconate